1-[(4R)-2,2-dimethyl-1,3-dioxolan-4-yl]ethanol CC1(OC[C@@H](O1)C(C)O)C